6-(2-amino-6-fluoro-5-(4-(8-methyl-5-oxa-2,8-diazaspiro[3.5]nonan-2-yl)phenyl)pyridin-3-yl)-7-fluoro-3,4-dihydroisoquinolin-1(2H)-one NC1=NC(=C(C=C1C=1C=C2CCNC(C2=CC1F)=O)C1=CC=C(C=C1)N1CC2(C1)OCCN(C2)C)F